1-((2R,5S)-2,5-dimethyl-4-(5-phenyl-7-(4-(trifluoromethoxy)pyridin-2-yl)-7H-pyrrolo[2,3-d]pyrimidin-4-yl)piperazin-1-yl)-2-hydroxy-2-methylpropan-1-one C[C@H]1N(C[C@@H](N(C1)C=1C2=C(N=CN1)N(C=C2C2=CC=CC=C2)C2=NC=CC(=C2)OC(F)(F)F)C)C(C(C)(C)O)=O